CC=1N=C2N(N=C(C=C2C)C=2N=C3N(C(C2)=O)C=C(S3)[C@@H]3[C@H](CN(CC3)C(=O)OC(C)(C)C)F)C1 tert-butyl (3R,4S)-4-[7-(2,8-dimethylimidazo[1,2-b]pyridazin-6-yl)-5-oxo-thiazolo[3,2-a]pyrimidin-2-yl]-3-fluoro-piperidine-1-carboxylate